C1(CC1)C1=C(C=C(C=C1)[C@H](C1=CC=CC=C1)NC(=O)[C@H]1N(C[C@@H](C1)F)C(CC1=NN=C(O1)CNC(OC(C)(C)C)=O)=O)F tert-butyl N-[(5-{2-[(2S,4R)-2-{[(S)-(4-cyclopropyl-3-fluorophenyl)(phenyl)methyl] carbamoyl}-4-fluoropyrrolidin-1-yl]-2-oxoethyl}-1,3,4-oxadiazol-2-yl)methyl]carbamate